(4aR,14aR)-N-[(2,4-Difluorophenyl)methyl]-9-hydroxy-8,10-dioxo-2,3,4,4a,5,6,8,10,14,14a-decahydro-1H-pyrido[1,2-c]pyrido[1',2':4,5]pyrazino[1,2-a]pyrimidine-11-carboxamide FC1=C(C=CC(=C1)F)CNC(=O)C=1C(C(=C2N(C[C@H]3N(CC[C@@H]4N3CCCC4)C2=O)C1)O)=O